C(C)C=1N=C2N(C=C(C=C2)C=2C=NC(=NC2)N2CCC(CC2)=O)C1N(C=1SC(=C(N1)C1=CC=C(C=C1)F)C#N)C 2-((2-ethyl-6-(2-(4-oxopiperidin-1-yl)pyrimidin-5-yl)imidazo[1,2-a]pyridine-3-yl)(methyl)amino)-4-(4-fluorophenyl)thiazole-5-carbonitrile